tert-butyl 4-[4-chloro-6-(5-chloropyrazolo[1,5-a]pyridin-3-yl)-2-pyridyl]piperazine-1-carboxylate ClC1=CC(=NC(=C1)C=1C=NN2C1C=C(C=C2)Cl)N2CCN(CC2)C(=O)OC(C)(C)C